7-(2,3-dihydro-1H-inden-5-yl)-7-hydroxy-2-azaspiro[3.5]Nonane-2-carboxylic acid tert-butyl ester C(C)(C)(C)OC(=O)N1CC2(C1)CCC(CC2)(O)C=2C=C1CCCC1=CC2